C(C)(C)(C)OC(N[C@@H]1CN(CCC1)C1=CC=C2C(N(C(=NC2=C1)C1=CC=C(C=C1)C#N)C1=CC=C(C=C1)F)=O)=O (S)-(1-(2-(4-cyanophenyl)-3-(4-fluorophenyl)-4-oxo-3,4-dihydro-quinazolin-7-yl)piperidin-3-yl)carbamic acid tert-butyl ester